(3S,4S)-4-Benzyloxycarbonylamino-piperidine-1,3-dicarboxylic acid 1-tert-butyl ester C(C)(C)(C)OC(=O)N1C[C@@H]([C@H](CC1)NC(=O)OCC1=CC=CC=C1)C(=O)O